methyl (S)-10-(4-aminobutyl)-1-[(α-D-mannopyranosyl)oxy]-6-[2-({2-[(α-D-mannopyranosyl) oxy]ethyl}amino)-2-oxoethyl]-4,8,11-trioxo-3,6,9,12-tetraazaoctadecan-18-oate NCCCC[C@H](NC(CN(CC(NCCO[C@@H]1[C@@H](O)[C@@H](O)[C@H](O)[C@H](O1)CO)=O)CC(=O)NCCO[C@@H]1[C@@H](O)[C@@H](O)[C@H](O)[C@H](O1)CO)=O)C(NCCCCCC(=O)OC)=O